NC1=C(N=CC(=N1)N1CCC2([C@@H]([C@@H](OC2)C)NCC=2C=C3CN(C(C3=C(C2)F)=O)C2C(NC(CC2)=O)=O)CC1)SC1=C(C(=NC=C1)N)Cl 3-(5-((((3S,4S)-8-(6-amino-5-((2-amino-3-chloropyridin-4-yl)thio)pyrazin-2-yl)-3-methyl-2-oxa-8-azaspiro[4.5]decan-4-yl)amino)methyl)-7-fluoro-1-oxoisoindolin-2-yl)piperidine-2,6-dione